FC1=CC=C(CC2CC(NC2)C(=O)[O-])C=C1 4-(4-fluorobenzyl)pyrrolidine-2-carboxylate